BrC=1C(=C2C(=NC1)NC(=N2)C2=CC=C(C=C2)N2CCN(CC2)CC2=NC=CC=C2)N[C@@H]2CN(CC2)C 6-Bromo-N-[(3S)-1-methylpyrrolidin-3-yl]-2-{4-[4-(pyridin-2-ylmethyl)piperazin-1-yl]phenyl}-3H-imidazo[4,5-b]pyridin-7-amine